CC=1C(=C(SC1)NC(C)C)C(=O)O 4-methyl-2-(propan-2-ylamino)thiophene-3-carboxylic acid